2-(2-(2-(((3R,4S)-3-methyl-1-((1-methyl-1H-pyrazol-4-yl)sulfonyl)piperidin-4-yl)amino)-5-(trifluoromethyl)pyrimidin-4-yl)thiazol-5-yl)propan-2-ol C[C@@H]1CN(CC[C@@H]1NC1=NC=C(C(=N1)C=1SC(=CN1)C(C)(C)O)C(F)(F)F)S(=O)(=O)C=1C=NN(C1)C